2-hydroxyethyl-sodium OCC[Na]